F[C@H]1[C@H](C1)C(=O)NC1=NC=C2C=C(C=NC2=C1)C=1C=NC(=CC1C)C(CCC)O (1R,2R)-2-fluoro-N-(3-{6-[1-hydroxybutyl]-4-methylpyridin-3-yl}-1,6-naphthyridin-7-yl)cyclopropane-1-carboxamide